C1(CC1)C=1C=C(C=2N(C1)C=C(N2)CO)N2C(N(C(C2)=O)CC(=O)OC)=O methyl 2-(3-(6-cyclopropyl-2-(hydroxymethyl)imidazo[1,2-a]pyridin-8-yl)-2,5-dioxoimidazolidin-1-yl)acetate